C[C@H]1N(CCNC1)C1=CC=C(C=C1)C1C(NC(CC1)=O)=O 3-(4-((R)-2-methylpiperazin-1-yl)phenyl)piperidine-2,6-dione